C(C1=CC=CC=C1)OC=1C=NC=C(C1)SCC1=CC=CC=C1 3-(benzyloxy)-5-(benzylthio)pyridine